ClC1=C2CCN(C2=C(C=C1)F)C(=O)C=1C=C2CN(C(C2=CC1)=O)C1C(NC(CC1)=O)=O 3-(5-(4-chloro-7-fluoroindoline-1-carbonyl)-1-oxoisoindolin-2-yl)piperidine-2,6-dione